aminoethanetriol NCC(O)(O)O